ClC1=NC(=NO1)C1=CC(=C(C=C1)C)Cl 5-CHLORO-3-(3-CHLORO-4-METHYLPHENYL)-1,2,4-OXADIAZOLE